3-(3-bromo-2-chlorophenoxy)oxetane BrC=1C(=C(OC2COC2)C=CC1)Cl